C(C=C)(=O)N1[C@@H](CN(C[C@@H]1C)C=1C2=C(N(C(N1)=O)C=1C(=NC=NC1C(C)C)C(C)C)N=C(C(=C2)Cl)C2=C(C=CC=C2O)F)C 4-(4-acryloyl-cis-3,5-dimethylpiperazin-1-yl)-6-chloro-1-(4,6-diisopropylpyrimidin-5-yl)-7-(2-fluoro-6-hydroxyphenyl)pyrido[2,3-d]pyrimidin-2(1H)-one